N,N'-di[(2-hydroxybenzylidene)propyl]piperazine OC1=C(C=CCCN2CCN(CC2)CCC=CC2=C(C=CC=C2)O)C=CC=C1